histidinol N[C@@H](CC1=CNC=N1)CO